tert-butyl 3-(4-((3-chloro-2,4-difluorophenyl)amino)quinazolin-6-yl)-3-methylazetidine-1-carboxylate ClC=1C(=C(C=CC1F)NC1=NC=NC2=CC=C(C=C12)C1(CN(C1)C(=O)OC(C)(C)C)C)F